N-((4-((2-hydroxyethyl)(methyl)amino)-1-(4-(trifluoromethoxy)phenyl)-1H-pyrazolo[3,4-b]pyridin-3-yl)methyl)acrylamide OCCN(C1=C2C(=NC=C1)N(N=C2CNC(C=C)=O)C2=CC=C(C=C2)OC(F)(F)F)C